BrC=1C=C(C(=NC1)OCCCN1CC(CCC1)OC)[N+](=O)[O-] 5-Bromo-2-(3-(3-methoxypiperidin-1-yl)propoxy)-3-nitropyridine